BrC=1C=C2C(C=CC(C2=CC1Br)=O)=O 6,7-dibromo-1,4-naphthoquinone